6-Amino-3-(4'-chloro-3-methoxy-1',2'-dihydrospiro[cyclobutane-1,3'-pyrrolo[2,3-b]pyridin]-5'-yl)-2-fluoro-N,N-dimethylbenzamide NC1=CC=C(C(=C1C(=O)N(C)C)F)C=1C(=C2C(=NC1)NCC21CC(C1)OC)Cl